2,6-difluoro-3-(4,4,5,5-tetramethyl-1,3,2-dioxaborolan-2-yl)pyridine FC1=NC(=CC=C1B1OC(C(O1)(C)C)(C)C)F